OC1(CC(C1)C(=O)OC(C)(C)C)C1=NC(=C2N1C=CC=C2)C2=CC=C(C=C2)C(F)(F)F tert-butyl 3-hydroxy-3-(1-(4-(trifluoromethyl)phenyl)imidazo[1,5-a]pyridin-3-yl)cyclobutane-1-carboxylate